CC(C)(COP(=O)([O-])OP(=O)([O-])OC[C@@H]1[C@H]([C@H]([C@@H](O1)N2C=NC3=C(N=CN=C32)N)O)OP(=O)([O-])[O-])[C@H](C(=O)NCCC(=O)NCCSC(=O)CC(=O)CCCCCCCCCCC(=O)[O-])O The molecule is an acyl-CoA oxoanion that is the pentaanion of 3-oxotetradecanedioyl-CoA, arising from deprotonation of the phosphate, diphosphate and carboxylic acid functions; major species at pH 7.3. It is a conjugate base of a 3-oxotetradecanedioyl-CoA.